C(C)(C)(C)OC(N(C1=C(C(=C(C(=C1)[N+](=O)[O-])F)C)F)C(=O)OC(C)(C)C)=O N-tert-Butoxycarbonyl-N-(2,4-difluoro-3-methyl-5-nitro-phenyl)carbamic acid tert-butyl ester